(2R,3R,4R,5R)-2-((2H-1,2,3-triazol-2-yl) methyl)-5-(4-benzoylamino-2-oxopyrimidin-1(2H)-yl)-4-methoxytetrahydrofuran-3-yl (2-cyanoethyl) diisopropylphosphoramidite C(C)(C)N(P(O[C@@H]1[C@H](O[C@H]([C@@H]1OC)N1C(N=C(C=C1)NC(C1=CC=CC=C1)=O)=O)CN1N=CC=N1)OCCC#N)C(C)C